5-chloro-N-(2-chloro-6-cyanophenyl)-2-((3-fluoro-4-(4-(1-methylpiperidin-4-yl)piperazin-1-yl)phenyl)amino)pyrimidine-4-carboxamide ClC=1C(=NC(=NC1)NC1=CC(=C(C=C1)N1CCN(CC1)C1CCN(CC1)C)F)C(=O)NC1=C(C=CC=C1C#N)Cl